6-chloro-3-(difluoromethylene)-1'-[[1-(2-methylsulfonylethyl)pyrazol-4-yl]methyl]spiro[indane-1,4'-piperidine] ClC1=CC=C2C(CC3(CCN(CC3)CC=3C=NN(C3)CCS(=O)(=O)C)C2=C1)=C(F)F